1-[4-[3-(aminomethyl)pyrrolidin-1-yl]-2-[3-chloro-4-(trifluoromethyl)phenyl]pyrimidin-5-yl]pyrrolidin-2-one NCC1CN(CC1)C1=NC(=NC=C1N1C(CCC1)=O)C1=CC(=C(C=C1)C(F)(F)F)Cl